C1(=CC=CC=C1)[C@H]1[C@@H](C1)C=O trans-(2-phenylcyclopropyl)formaldehyde